3-(5-amino-2-(pyridin-2-ylmethyl)-8-(quinolin-5-yl)-[1,2,4]triazolo[1,5-c]pyrimidin-7-yl)benzonitrile NC1=NC(=C(C=2N1N=C(N2)CC2=NC=CC=C2)C2=C1C=CC=NC1=CC=C2)C=2C=C(C#N)C=CC2